4-((2,3-bis(((Z)-heptadeca-8-enoyl)oxy)propyl)amino)-4-oxobutanoic acid C(CCCCCC\C=C/CCCCCCCC)(=O)OC(CNC(CCC(=O)O)=O)COC(CCCCCC\C=C/CCCCCCCC)=O